C(CCCCCCCCC)(=O)O[C@@H](CC(=O)O)CCCCCCCCCCC (3R)-3-(decanoyloxy)tetradecanoic acid